CC1=CC(=CC=2N1C=C(N2)C2=CC=C(C=C2)S(=O)(=O)C)C=2CCN(CC2)C(=O)OC(C)(C)C tert-butyl 4-(5-methyl-2-(4-(methylsulfonyl)phenyl)imidazo[1,2-a]pyridin-7-yl)-3,6-dihydropyridine-1(2H)-carboxylate